CC1=CC2=C(C=C1)C(=O)C3=CC=CC=C3C2=O β-methylanthraquinone